C(C)OC(C(C(=O)OCC)C1=NC(=CC=C1[N+](=O)[O-])Cl)=O 2-(6-chloro-3-nitropyridine-2-yl)malonic acid 1,3-diethyl ester